(1-tert-butoxycarbonyl-3,6-dihydro-2H-pyridin-4-yl)boronic acid pinacol ester C(C)(C)(C)OC(=O)N1CCC(=CC1)B1OC(C)(C)C(C)(C)O1